6-(4-chloro-2-fluorobenzamido)pyridine-2-formic acid ClC1=CC(=C(C(=O)NC2=CC=CC(=N2)C(=O)O)C=C1)F